CC1=CNC=2N=CN=C(C21)N2CCSC(=C2)C2=NN(N=C2)C2CNCCC2 4-(5-methyl-7H-pyrrolo[2,3-d]pyrimidin-4-yl)-6-(2-(piperidin-3-yl)-2H-1,2,3-triazol-4-yl)-3,4-dihydro-2H-1,4-thiazine